N-(2-(2-(4-(2-(3,4-Dihydro-2,6-naphthyridin-2(1H)-yl)ethyl)phenyl)-2H-tetrazol-5-yl)-4,5-dimethoxyphenyl)-9-oxo-9H-xanthene-4-carboxamide C1N(CCC2=CN=CC=C12)CCC1=CC=C(C=C1)N1N=C(N=N1)C1=C(C=C(C(=C1)OC)OC)NC(=O)C1=CC=CC=2C(C3=CC=CC=C3OC12)=O